4-(Cyclopent-1-en-1-yl)-2,5-difluoroaniline C1(=CCCC1)C1=CC(=C(N)C=C1F)F